C(CCCCC)OC1=CC=C(C=C1)C=CC(=O)O 3-(4-(hexyloxy)phenyl)acrylic acid